2-(piperidin-1-yl)cyclohexan-1-amine N1(CCCCC1)C1C(CCCC1)N